(R)-N-((S)-1-(6-(1H-pyrazol-1-yl)pyridin-3-yl)ethyl)-2-methylpropane-2-sulfinamide N1(N=CC=C1)C1=CC=C(C=N1)[C@H](C)N[S@](=O)C(C)(C)C